FC1(CN(CC(C1(F)F)(F)F)CCCCC(=O)O)F 5-(3,3,4,4,5,5-hexafluoropiperidin-1-yl)pentanoic acid